CN(CCCOC1=CC=C(CCNC2=CC=3N(C(=C2)N)N=C(N3)C=3OC=CC3)C=C1)C N7-(4-(3-(dimethylamino)propoxy)phenethyl)-2-(furan-2-yl)-[1,2,4]triazolo[1,5-a]pyridine-5,7-diamine